O1C2(OCC1)CC1(CC1CC2)CN rac-spiro[bicyclo[4.1.0]heptane-3,2'-[1,3]dioxolan]-1-ylmethylamine